6-(Dimethylamino)-N-((2-methylquinolin-8-yl)sulfonyl)-4-(trifluoromethyl)benzofuran-2-carboxamide CN(C1=CC2=C(C=C(O2)C(=O)NS(=O)(=O)C=2C=CC=C3C=CC(=NC23)C)C(=C1)C(F)(F)F)C